4-({[5-(3-methoxyphenyl)-1,3-oxazol-2-yl]methyl}sulfanyl)-1,3,5-triazin-2-amine COC=1C=C(C=CC1)C1=CN=C(O1)CSC1=NC(=NC=N1)N